(E)-3-(4-((3-(3,5-dimethylbenzoyl)-7-hydroxyquinolin-4-yl)oxy)phenyl)acrylic acid CC=1C=C(C(=O)C=2C=NC3=CC(=CC=C3C2OC2=CC=C(C=C2)/C=C/C(=O)O)O)C=C(C1)C